CC1(NC2(CC2)C[C@H](C1)N1C=NC2=C1N=NC=C2)C 7-[(7S)-5,5-dimethyl-4-azaspiro[2.5]octan-7-yl]-7H-imidazo[4,5-c]pyridazin